ClC1=C(C=C(OCC(=O)NC23C[C@@H](C(CC2)(CC3)NC(COC3=CC(=CC(=C3)C)CC)=O)O)C=C1)F 2-(4-chloro-3-fluorophenoxy)-N-{(3S)-4-[2-(3-ethyl-5-methylphenoxy)acetamido]-3-hydroxybicyclo[2.2.2]octan-1-yl}acetamide